1-[2-(azetidin-1-yl)ethyl]-6-[3-(trifluoromethyl)phenyl]-3H-imidazo[4,5-b]pyridin-2-one N1(CCC1)CCN1C(NC2=NC=C(C=C21)C2=CC(=CC=C2)C(F)(F)F)=O